CN(C(OC(C)(C)C)=O)CCOC1=CC(=C(C=C1)C)C(NC1(CC1)C1=C2C=CC=NC2=CC(=C1)C=1SC=CC1)=O tert-Butyl methyl(2-(4-methyl-3-((1-(7-(thiophen-2-yl)quinolin-5-yl)cyclopropyl) carbamoyl)phenoxy)ethyl)carbamate